C(#N)C1=C(OC=2C=C3C(N(C=NC3=CC2)CC2COC3(C2)CCN(CC3)C(=O)OC(C)(C)C)=O)C(=CC=C1NS(N(C)CC)(=O)=O)F tert-butyl 3-[[6-[2-cyano-3-[[ethyl(methyl)sulfamoyl]amino]-6-fluoro-phenoxy]-4-oxo-quinazolin-3-yl]methyl]-1-oxa-8-azaspiro[4.5]decane-8-carboxylate